ClC1=C(C=CC(=C1)Cl)CN1CCC2(CC1)C(NC1=CC=C(C=C12)C(=O)O)=O [(2,4-dichlorophenyl)methyl]-2-oxo-spiro[indoline-3,4'-piperidine]-5-carboxylic acid